O1C=CC=2C1=NC=C(C2)N2[C@H]([C@H](CC2)NS(=O)(=O)C)CO[C@@H]2CC[C@@H](CC2)C2=CC=CC=C2 N-((2R,3S)-1-(furo[2,3-b]pyridin-5-yl)-2-((((CIS)-4-phenylcyclohexyl)oxy)methyl)pyrrolidin-3-yl)methanesulfonamide